benzoylpyrrole chloride [Cl-].C(C1=CC=CC=C1)(=O)C=1NC=CC1